(2S,3R,4S)-2-[(3-chloro-2-fluorophenyl)methyl]-4-fluoro-3-[(methylsulfonyl)amino]pyrrolidine-1-carboxylic acid benzyl ester C(C1=CC=CC=C1)OC(=O)N1[C@H]([C@H]([C@H](C1)F)NS(=O)(=O)C)CC1=C(C(=CC=C1)Cl)F